(E)-1-(4-Hydroxyphenyl)-3-[3-methoxy-4-(2-methylpropoxy)phenyl]prop-2-en-1-one OC1=CC=C(C=C1)C(\C=C\C1=CC(=C(C=C1)OCC(C)C)OC)=O